5-(Benzyl(methyl)amino)-2-(1-methyl-1H-pyrazol-5-yl)-4,5,6,7-tetrahydro-2H-indazol-3-ol C(C1=CC=CC=C1)N(C1CC2=C(N(N=C2CC1)C1=CC=NN1C)O)C